[6-(3-cyclopropyl-1H-1,2,4-triazol-5-yl)-2-azaspiro[3.3]heptan-2-yl]-[6-[1-methyl-5-(trifluoromethyl)pyrazol-4-yl]oxy-2-azaspiro[3.3]heptan-2-yl]methanone C1(CC1)C1=NNC(=N1)C1CC2(CN(C2)C(=O)N2CC3(C2)CC(C3)OC=3C=NN(C3C(F)(F)F)C)C1